2-(2,6-dioxo-3-piperidinyl)-5-[1-[2-(methylamino)ethyl]-4-piperidinyl]isoindoline-1,3-dione O=C1NC(CCC1N1C(C2=CC=C(C=C2C1=O)C1CCN(CC1)CCNC)=O)=O